BrC1=CC=C(C=C1)NC(N(C=1SC=C(N1)C)CC1(CC1)CO)=O 3-(4-bromophenyl)-1-((1-(hydroxymethyl)cyclopropyl)methyl)-1-(4-methylthiazol-2-yl)urea